FC(C=1C=C(C=NC1)C(=O)N1C2CC2CC1C(=O)N)(F)F 2-((5-(trifluoromethyl)-3-pyridinyl)carbonyl)-2-azabicyclo[3.1.0]hexane-3-carboxamide